5-(3-Cyanophenyl)-N-(3-(2,2-difluoropropyl)-1,2,4-thiadiazol-5-yl)-2-methylthiophene-3-carboxamide C(#N)C=1C=C(C=CC1)C1=CC(=C(S1)C)C(=O)NC1=NC(=NS1)CC(C)(F)F